FC1=C(C(=CC(=C1)C#CC=1C=NC=CC1)F)N1C=2N(C3(C1=O)CC3)C(=CN2)C=2C=NN(C2)C (2,6-difluoro-4-(pyridin-3-ylethynyl)phenyl)-5'-(1-methyl-1H-pyrazol-4-yl)spiro[cyclopropane-1,3'-imidazo[1,2-a]imidazole]-2'(1'H)-one